7-cyclopentyloxy-2-(1-methyl-2-oxabicyclo[2.2.1]hept-4-yl)imidazo[1,2-a]pyridine-6-carboxylic acid C1(CCCC1)OC1=CC=2N(C=C1C(=O)O)C=C(N2)C21COC(CC2)(C1)C